N1=CC=C(C=C1)C1=CC(=NN1)C(=O)N1CCC(CC1)C(=O)N1CCC12COC2 1-{1-[5-(pyridin-4-yl)-1H-pyrazole-3-carbonyl]piperidine-4-carbonyl}-6-oxa-1-azaspiro[3.3]heptane